The molecule is a nucleoside analogue that is allopurinol with a beta-D-ribofuranosyl moiety at the 1-position. It has a role as a metabolite. It derives from an allopurinol. C1=NN(C2=C1C(=O)NC=N2)[C@H]3[C@@H]([C@@H]([C@H](O3)CO)O)O